Cl.BrC1=CC(=C(C=C1OC)C1CNC1)OC 3-(4-bromo-2,5-dimethoxyphenyl)azetidine hydrochloride